COC=1C=C2C(=NC(=NC2=CC1OC)C)NC(C)C=1SC(=CC1)C1=CC=C(C=C1)N1CCOCC1 6,7-dimethoxy-2-methyl-N-{1-[5-[4-(morpholin-4-yl)phenyl]thiophen-2-yl]ethyl}quinazolin-4-amine